COC1=CC=CC=2N=COC21 7-methoxybenzo[d]oxazole